FC1=CC=C(C=C1)[C@H]1[C@](C[C@@H]2N1C([C@H](N(C2=O)C)C)=O)(C#N)C |r| rac-(3r,6s,7s,8as)-6-(4-fluorophenyl)-2,3,7-trimethyl-1,4-dioxooctahydropyrrolo-[1,2-a]pyrazine-7-carbonitrile